ethyl-leucine isocyanate (Ethyl 2-isocyanato-4-Methyl pentanoate) C(C)C(C(=O)O)(CC(C)C)N=C=O.C(C)N[C@@H](CC(C)C)C(=O)N=C=O